(S)-6-fluoro-2,10-dimethyl-7-(6-(4-(piperidin-1-yl)but-1-yn-1-yl)pyridin-3-yl)-9,10-dihydro-8-oxa-2,4,10a-triazanaphtho[2,1,8-cde]azulene-1(2H)-one FC=1C=C2N=CC=3N(C(N4[C@H](COC(=C2C34)C1C=1C=NC(=CC1)C#CCCN1CCCCC1)C)=O)C